FC1=C(C(=CC=C1)O)C1=CC2=CN(N=C2C=C1)C1CCN(CC1)C(C=C)=O 1-(4-(5-(2-fluoro-6-hydroxyphenyl)-2H-indazol-2-yl)piperidin-1-yl)prop-2-en-1-one